(R)-methoxymethoxy-7-chloro-5-oxo-heptanoic acid ethyl ester C(C)OC([C@@H](CCC(CCCl)=O)OCOC)=O